N-(3-Chlorophenyl)-5-(4-hydroxyphenyl)thiophene-2-carboxamide ClC=1C=C(C=CC1)NC(=O)C=1SC(=CC1)C1=CC=C(C=C1)O